C(C)N1C2=NC(=NC(=C2N=C1)N)SCCC 9-ethyl-2-(propylthio)-9H-purin-6-amine